NCCCC1=C(C=C(C=C1)Cl)NC(=O)NCC=1C=C2CN(C(C2=CC1)=O)C1C(NC(CC1)=O)=O 1-(2-(3-aminopropyl)-5-chlorophenyl)-3-((2-(2,6-dioxopiperidin-3-yl)-1-oxoisoindolin-5-yl)methyl)urea